N[C@H](C(C)C)C(=O)N1C[C@@]2(CC1)C(NC1=CC(=C(C=C12)Cl)Cl)=O (S)-1'-(D-valyl)-5,6-dichlorospiro[indoline-3,3'-pyrrolidin]-2-one